C12CNCCCC2(C1)C1=NOCC(O1)CN1CCCCC1 rac-3-(3-azabicyclo[5.1.0]octan-7-yl)-5-(piperidin-1-ylmethyl)-5,6-dihydro-1,4,2-dioxazine